CC1(OCCC1)CC1=C(C(=O)N)C=CC=C1 ((2-methyltetrahydrofuran-2-yl)methyl)benzamide